2-(bis(thiophen-2-ylmethyl)amino)oxazole-4-carboxylic acid ethyl ester C(C)OC(=O)C=1N=C(OC1)N(CC=1SC=CC1)CC=1SC=CC1